4-chloro-3-(4-ethoxybenzyl)phenyl-potassium trifluoroborate B(F)(F)F.ClC1=C(C=C(C=C1)[K])CC1=CC=C(C=C1)OCC